FC1=CC=C(C=C1)C=1OC2=C(C=NC=C2)N1 2-(4-Fluorophenyl)oxazolo[4,5-c]pyridine